C(C)(C)(C)C=1C(=NC=C(C1NC(CC1=C(C=CC(=C1)Cl)OC)=O)F)C(=O)N tert-butyl-4-[[2-(5-chloro-2-methoxy-phenyl)acetyl]amino]-5-fluoro-pyridine-2-carboxamide